2-((3-(2-(7,8-Dimethyl-[1,2,4]triazolo[1,5-a]pyridin-6-yl)-3-isopropyl-1H-indol-5-yl)cyclobutyl)amino)-N,N-dimethylacetamid CC1=C(C=2N(C=C1C=1NC3=CC=C(C=C3C1C(C)C)C1CC(C1)NCC(=O)N(C)C)N=CN2)C